FC(CN1N=CC=2C1=NC(=CN2)N2CCC1(CCN(C1=O)C1=NC=C(C=C1)C(F)(F)F)CC2)F 8-(1-(2,2-difluoroethyl)-1H-pyrazolo[3,4-b]pyrazin-6-yl)-2-(5-(trifluoromethyl)pyridin-2-yl)-2,8-diazaspiro[4.5]decan-1-one